C(#N)C1CN(C1)C(=O)NC(C(NC1=CC=C(C=C1)[Si](C)(C)C)=O)C1=CC=C(C=C1)OC 3-cyano-N-(1-(4-methoxyphenyl)-2-oxo-2-((4-(trimethylsilyl)phenyl)amino)ethyl)azetidine-1-carboxamide